COC1=C(CN2C[C@H]([C@@H](C2=O)C)C(=O)O)C=CC(=C1)OC (trans)-1-(2,4-dimethoxybenzyl)-4-methyl-5-oxopyrrolidine-3-carboxylic acid